(S)-9-(5-Chloro-pyridin-2-ylmethyl)-2-((R)-3-methyl-morpholin-4-yl)-8-trifluoromethyl-6,7,8,9-tetrahydro-pyrimido[1,2-a]-pyrimidin-4-one ClC=1C=CC(=NC1)CN1[C@@H](CCN2C1=NC(=CC2=O)N2[C@@H](COCC2)C)C(F)(F)F